O[C@H](COC=1C=C(C=CC1)S(=O)(=O)NC)CN[C@H]1COC2(C1)CCN(CC2)C2=NC=C(C=N2)CCC 3-((S)-2-hydroxy-3-((R)-8-(5-propylpyrimidin-2-yl)-1-oxa-8-azaspiro[4.5]decan-3-ylamino)propoxy)-N-methylbenzenesulfonamide